N-isobutyrylisobutyrylamide C(C(C)C)(=O)[N-]C(C(C)C)=O